C(C)(C)(C)OC(=O)N([C@@H]1C[C@H](N(C1)C(=O)OCC1=CC=CC=C1)C(=O)OC)C 1-benzyl 2-methyl (2S,4R)-4-[tert-butoxycarbonyl(methyl)amino]pyrrolidine-1,2-dicarboxylate